C1(CC1)N1C(=NC2=C1C=C(C(=C2)NC=2SC(=NN2)C2=CC(=CC(=C2)C(C)(C)C)C(C)(C)C)F)C2=CC=C(C=C2)F N-(1-cyclopropyl-6-fluoro-2-(4-fluorophenyl)-5-benzimidazolyl)-5-(3,5-di-t-butylphenyl)-1,3,4-thiadiazol-2-amine